2,3-dihydroxy-ethylbenzene OCCC1=CC(=CC=C1)O